6-(2-methylpropyl)-2,6-diazaspiro[3.3]Heptane CC(CN1CC2(CNC2)C1)C